C(N)(=O)C1=C(N(N=C1C1=NC=C(C=C1)C(C(=O)NC1=CC(=NO1)C(CC)(C)C)C)C(C)C)NC(OC(C)(C)C)=O tert-Butyl N-[4-carbamoyl-5-[5-[2-[[3-(1,1-dimethylpropyl)isoxazol-5-yl]amino]-1-methyl-2-oxo-ethyl]-2-pyridyl]-2-isopropyl-pyrazol-3-yl]carbamate